ClC=1C=C(C=CC1OCC1=NC=CC=C1)NC1=NC=NC2=CC(=C(C=C12)N)C#CC1[C@@H]2CN(C[C@H]12)C N4-(3-chloro-4-(pyridin-2-ylmethoxy)phenyl)-7-(((1R,5S,6r)-3-methyl-3-azabicyclo[3.1.0]hexan-6-yl)ethynyl)quinazoline-4,6-diamine